2,2'-trimethylene-bis(2-oxazoline) O1C(=NCC1)CCCC=1OCCN1